3-Fluoro-1-methylpyrrolidin FC1CN(CC1)C